O[C@@H](C(=O)N[C@H](C(=O)OC)CC1=CC=C(C=C1)OC)C (S)-methyl 2-((R)-2-hydroxypropionamido)-3-(4-methoxyphenyl)propanoate